CC(C#N)(C)C1=CC=C(C=C1)N1C(=NC=2C=NC=3C=CC(=CC3C21)C=2C=C1C(=NC2)NC=C1)C 2-methyl-2-(4-(2-methyl-8-(1H-pyrrolo[2,3-b]pyridin-5-yl)-1H-imidazo[4,5-c]quinolin-1-yl)phenyl)propionitrile